C12(CC3CC(CC(C1)C3)C2)C(C(=O)C2=CC=C(C=C2)C(F)(F)F)C(C(C(F)(F)F)(F)F)=O 2-((3r,5r,7r)-adamantan-1-yl)-4,4,5,5,5-pentafluoro-1-(4-(trifluoromethyl)phenyl)pentane-1,3-dione